C(C)(C)(C)C=1C(=C(C=C(C1)C)CCC(=O)[O-])O 3-(5-t-butyl-4-hydroxy-m-tolyl)-propionate